C(C1=CC=CC=C1)OC([C@@H](O)C)=O O-benzyl-L-lactic acid